C(C)[C@H]1NC[C@@H](N(C1)C=1N(N=C2C1N(C(C=C2)=O)C)C2OCCCC2)C ((2S,5R)-5-ethyl-2-methylpiperazin-1-yl)-4-methyl-2-(tetrahydro-2H-pyran-2-yl)-2,4-dihydro-5H-pyrazolo[4,3-b]pyridin-5-one